isopropyl (R,E)-5'-(3-(2-(methylamino)ethoxy)prop-1-en-1-yl)-2'-oxo-1',2',5,7-tetrahydrospiro[cyclopenta[c]pyridine-6,3'-pyrrolo[2,3-b]pyridine]-3-carboxylate hydrochloride salt Cl.CNCCOC/C=C/C=1C=C2C(=NC1)NC([C@@]21CC2=C(C=NC(=C2)C(=O)OC(C)C)C1)=O